SC(C(C)SC(C(C)O)C)C 3-((3-mercaptobutan-2-yl)thio)butan-2-ol